CCCCC(CCCCCCCCC)OC(=O)N[C@@H](CCCCN)C(=O)O N-ε-tetradecyloxycarbonyl-L-lysine